N,N'-di-[2-(m-toluenesulfonyloxy)phenyl]urea CC1=CC(=CC=C1)S(=O)(=O)OC1=C(C=CC=C1)NC(=O)NC1=C(C=CC=C1)OS(=O)(=O)C=1C=C(C)C=CC1